dihydro-α-ionone CC1=CCCC(C1CCC(=O)C)(C)C